CO\N=C(/C(=O)[O-])\C=1OC=CC1 (Z)-2-methoxyimino-2-furanylacetate